4-(2',3'-dichlorophenyl)-1,4-dihydro-5-methoxycarbonyl-2,6-dimethyl-3-pyridinecarboxylic acid ClC1=C(C=CC=C1Cl)C1C(=C(NC(=C1C(=O)OC)C)C)C(=O)O